C(C)(C)(C)OC(=O)N1CC(C1)(C)C(N(C)OC)=O 3-[methoxy(methyl)carbamoyl]-3-Methyl-azetidine-1-carboxylic acid tert-butyl ester